((((((S)-1-(2-((bis(benzyloxy) phosphoryl) oxy)-2-methylpropoxy)-1-oxopropan-2-yl) amino) (phenoxy) phosphoryl) oxy) methyl)-2-cyanotetrahydrofuran-3,4-diylbis(2-methylpropionate) C(C1=CC=CC=C1)OP(=O)(OCC1=CC=CC=C1)OC(COC([C@H](C)NP(=O)(OC1=CC=CC=C1)OCOC(C(C)(C)C1C(OCC1C(C(=O)[O-])(C)C)C#N)=O)=O)(C)C